(S)-1,1-DIFLUORO-N,N-BIS(4-METHOXYBENZYL)HEX-5-ENE-2-SULFONAMIDE FC([C@H](CCC=C)S(=O)(=O)N(CC1=CC=C(C=C1)OC)CC1=CC=C(C=C1)OC)F